BrC1=NC=CC(=C1)NCC=1N=C2N(C=C(C=C2N2CCN(CC2)CC)C2CC2)C1 2-bromo-N-((6-cyclopropyl-8-(4-ethylpiperazin-1-yl)imidazo[1,2-a]pyridin-2-yl)methyl)pyridin-4-amine